N1=C(SC2=C1C1=C(C=C2)OCCO1)N1C(N[C@@H]2[C@H]1C[C@@H](OC2)CC)=O (3aR,6S,7aR)-1-(7,8-dihydro[1,4]dioxino[2,3-e][1,3]benzothiazol-2-yl)-6-ethylhexahydropyrano[3,4-d]imidazol-2(3H)-one